(1R,4R)-4-(4-(((R)-1-(3-(difluoromethyl)-2-fluorophenyl)ethyl)amino)-1-methyl-7-oxopyrido[3,4-d]pyridazin-6(7H)-yl)cyclohexane-1-carboxylic acid methyl ester trifluoroacetate salt FC(C(=O)O)(F)F.COC(=O)C1CCC(CC1)N1C=C2C(=NN=C(C2=CC1=O)C)N[C@H](C)C1=C(C(=CC=C1)C(F)F)F